ClC1=C(C=CC=C1Cl)NC=1N(C2=NC(=NC=C2N1)NC1CCOCC1)C1CCC(CC1)C(=O)N (1s,4s)-4-(8-(2,3-dichlorophenylamino)-2-(tetrahydro-2H-pyran-4-ylamino)-9H-purin-9-yl)cyclohexanecarboxamide